(5α)-4,5-Epoxy-14-hydroxy-3-methoxy-17-methylmorphinan-6-one hydrochloride Cl.O[C@@]12CCC([C@H]3[C@]14C=1C(=C(C=CC1C[C@H]2N(CC4)C)OC)O3)=O